Methyl (2E)-3-(2-{[6-(azetidin-1-yl)-4-fluoro-1-benzofuran-2-carbonyl]sulfamoyl}phenyl)prop-2-enoate N1(CCC1)C1=CC2=C(C=C(O2)C(=O)NS(=O)(=O)C2=C(C=CC=C2)/C=C/C(=O)OC)C(=C1)F